C1(=CC=CC=C1)C=1C=C(C=2N(C1)C=C(N2)C2=CC=C(C=C2)C(C=CC(=O)OC)=O)C2=CC=CC=C2 methyl 4-(4-(6,8-diphenylimidazo[1,2-a]pyridin-2-yl)phenyl)-4-oxobut-2-enoate